bis(6,7-epithio-3,4-dithiaheptyl) sulfide C(CSSCC1CS1)SCCSSCC1CS1